FC1=C(C=CC=C1)C1=CC=C(C=C1)CCCC(=O)NC=1C=C2C(=NC1)NC=C2 4-(2'-fluoro-[1,1'-biphenyl]-4-yl)-N-(1H-pyrrolo[2,3-b]pyridin-5-yl)butanamide